(S,E)-1-(2-ethyl-4-(1-(((2-fluoro-4-(2-fluoropyrimidin-5-yl)benzyl)oxy)imino)ethyl)benzyl)pyrrolidine-3-carboxylic acid C(C)C1=C(CN2C[C@H](CC2)C(=O)O)C=CC(=C1)/C(/C)=N/OCC1=C(C=C(C=C1)C=1C=NC(=NC1)F)F